ClC=1C=C(C=CC1Cl)C=1N(C(=CC(C1C(=O)OCC)=O)CNC(=O)OC)CC ethyl 2-(3,4-dichlorophenyl)-1-ethyl-6-[(methoxycarbonylamino)methyl]-4-oxo-pyridine-3-carboxylate